C1(CC1)C=1N=CC=2N(C1[C@@H](O)C=1N=NN(C1)C1=CC=C(C=C1)OC)C=NC2 |r| rac-(6-cyclopropyl-imidazo[1,5-a]pyrazin-5-yl)-[1-(4-methoxy-phenyl)-1H-[1,2,3]triazol-4-yl]-methanol